N1N=C(C=2CCCCC12)NC=O N-(4,5,6,7-tetrahydro-1H-indazol-3-yl)carboxamide